2-(2-fluoro-6-methylphenyl)-1,6-naphthyridin-5-amine FC1=C(C(=CC=C1)C)C1=NC=2C=CN=C(C2C=C1)N